N-[2-(2,6-dimethylpiperazin-1-yl)ethyl]-6-[3-(6-methyl-2-pyridyl)-1H-pyrazol-4-yl]-1,5-naphthyridin-3-amine CC1N(C(CNC1)C)CCNC=1C=NC2=CC=C(N=C2C1)C=1C(=NNC1)C1=NC(=CC=C1)C